3-(2-cyanoprop-2-yl)-N-(2-fluoro-4-methyl-5-(2-(methylamino)-8,9-dihydroimidazo[1',2':1,6]pyrido[2,3-d]pyrimidin-6-yl)phenyl)benzamide C(#N)C(C)(C)C=1C=C(C(=O)NC2=C(C=C(C(=C2)C2=CC3=C(N=C(N=C3)NC)N3C2=NCC3)C)F)C=CC1